FC(C=1C=CC2=C(OCC(N2)=O)C1)(F)F 7-trifluoromethyl-2H-benzo[b][1,4]oxazin-3(4H)-one